N=1CC=CC=C2C1C=CC=C2 2H-1-benzazepin